COC(=O)C=1OC=C(N1)C=C1CN(C1)C(=O)OC(C)(C)C ((1-(tert-butoxycarbonyl)azetidin-3-ylidene)methyl)oxazole-2-carboxylic acid methyl ester